methyl-2-phenyl-2-(phenylimino)acetate COC(C(=NC1=CC=CC=C1)C1=CC=CC=C1)=O